C(C(C)(C)C)(=O)OC1C(OC(C1(F)F)N1C(N=C(C=C1)NP1(OCCC(O1)C1=CC(=CC=C1)Cl)=O)=O)COC(C(C)(C)C)=O 5-(4-((4-(3-chlorophenyl)-2-oxido-1,3,2-dioxaphosphinan-2-yl)amino)-2-oxopyrimidin-1(2H)-yl)-4,4-difluoro-2-((pivaloyloxy)methyl)tetrahydrofuran-3-yl pivalate